N1CCC2(CC1)C(C=1C(=NC=CC1)C2)NS(=O)C(C)(C)C N-{5,7-dihydrospiro[cyclopenta[b]pyridin-6,4'-piperidin]-5-yl}-2-methylpropane-2-sulfinamide